N-lauroyl-glutamine C(CCCCCCCCCCC)(=O)N[C@@H](CCC(N)=O)C(=O)O